[1-[2-(azetidin-1-yl)ethyl]-6-(3-methoxy-1H-pyrazol-4-yl)indol-3-yl]-(6-chlorochroman-3-yl)methanone N1(CCC1)CCN1C=C(C2=CC=C(C=C12)C=1C(=NNC1)OC)C(=O)C1COC2=CC=C(C=C2C1)Cl